4-(2H-benzotriazol-2-yl)-1,3-benzenediol N=1N(N=C2C1C=CC=C2)C2=C(C=C(C=C2)O)O